C(C)(C)(C)C=1C(=C(C=C(C1)CCC(=O)OCC(CCCC)CC)N1N=C2C(=N1)C=CC(=C2)Cl)O 2-(3'-tert-butyl-5'-[2-(2-ethylhexyloxy)-carbonylethyl]-2'-hydroxyphenyl)-5-chloro-benzotriazole